ClC=1C=CC2=C([C@@H](C[C@@H](O2)C(=O)NC23CC(C2)(C3)N3N=CC(=C3)OCC3CC(C3)OC(F)(F)F)O)C1 (2R,4R)-6-chloro-4-hydroxy-N-[3-(4-{[(1r,3R)-3-(trifluoromethoxy)cyclobutyl]methoxy}-1H-pyrazol-1-yl)bicyclo[1.1.1]pentan-1-yl]-3,4-dihydro-2H-1-benzopyran-2-carboxamide